CN1N=CC(=C1)C1=CN2C(S1)=C(C=N2)C(=O)NC=2C(=NC=C(C2)NC(CC(C)N2CCCCC2)=O)C 2-(1-methyl-1H-pyrazol-4-yl)-N-(2-methyl-5-(3-(piperidin-1-yl)butanamido)pyridin-3-yl)pyrazolo[5,1-b]thiazole-7-carboxamide